2-(5-(2-methoxyethoxy)-1,3-dimethyl-1H-indazol-7-yl)-2-(methyl((1S,3S)-3-(4-(5,6,7,8-tetrahydro-1,8-naphthyridin-2-yl)butoxy)cyclopentyl)amino)acetic acid COCCOC=1C=C2C(=NN(C2=C(C1)C(C(=O)O)N([C@@H]1C[C@H](CC1)OCCCCC1=NC=2NCCCC2C=C1)C)C)C